ClCC(=O)O.CC12CC3CC(CC(C1)C3)C2 methyladamantane chloroacetate